(1S,2R,3S,4R,5S)-2,3-dihydroxy-N-methyl-4-(6-(methylamino)-2-(pyrimidin-2-ylethynyl)-9H-purin-9-yl)bicyclo[3.1.0]hexane-1-carboxamide O[C@@H]1[C@@]2(C[C@@H]2[C@H]([C@@H]1O)N1C2=NC(=NC(=C2N=C1)NC)C#CC1=NC=CC=N1)C(=O)NC